NC1=CC(=C2C(N(CCCCCC(C3=NN=C(C1=N2)O3)(C(F)(F)F)O)C)=O)C(F)(F)F 17-Amino-6-hydroxy-12-methyl-6,15-bis(trifluoromethyl)-19-oxa-3,4,12,18-tetrazatricyclo[12.3.1.12,5]nonadeca-1(18),2,4,14,16-pentaen-13-one